5-(3-chloro-4-fluoro-phenyl)-3-[1-(2,6-dichloro-3-fluoro-phenyl)-ethoxy]-pyridin-2-ylamine ClC=1C=C(C=CC1F)C=1C=C(C(=NC1)N)OC(C)C1=C(C(=CC=C1Cl)F)Cl